[3-[[(2'S,4R)-2-ethyl-2'-methyl-spiro[6,7-dihydrothieno[3,2-c]pyran-4,4'-piperidine]-1'-yl]methyl]azetidin-1-yl]-(3-hydroxy-2-pyridyl)methanone C(C)C1=CC2=C(CCO[C@]23C[C@@H](N(CC3)CC3CN(C3)C(=O)C3=NC=CC=C3O)C)S1